C(C1=CC=CC=C1)[C@H](NC(CNC(CNC(OCC1C2=CC=CC=C2C=2C=CC=CC12)=O)=O)=O)C(NCC(NCOC1CC(C1)C(=O)OC)=O)=O Methyl (1S,3r)-3-(((S)-11-benzyl-1-(9H-fluoren-9-yl)-3,6,9,12,15-pentaoxo-2-oxa-4,7,10,13,16-pentaazaheptadecan-17-yl)oxy)cyclobutane-1-carboxylate